C[C@]12CC[C@@H](C[C@@H]1CC[C@@H]3[C@@H]2CC[C@]4([C@H]3CC[C@@H]4OS(=O)(=O)O)C)OS(=O)(=O)O The molecule is an androstane sulfate that is 5alpha-androstan-3beta,17beta-diol in which both hydroxy hydrogens have been replaced by sulfo groups. It derives from a 5alpha-androstane-3beta,17beta-diol. It is a conjugate acid of a 5alpha-androstane-3beta,17beta-diol disulfate anion and a 5alpha-androstane-3beta,17beta-diol disulfate(2-).